CC1=CC=C2C=C(C(N(C2=N1)CC1=NC=CC=C1OC(F)(F)F)=O)C1CCC(CC1)C1=C(C=CC=C1)C(F)(F)F 7-methyl-1-((3-(trifluoromethoxy)pyridin-2-yl)methyl)-3-((1r,4r)-4-(2-(trifluoromethyl)phenyl)cyclohexyl)-1,8-naphthyridin-2(1H)-one